C(C)(=O)O.C(C)(=O)O.IC1=CC=C(C)C=C1 4-iodotoluene diacetate